C(C)C1=C(C=CC=C1)NC(C(=O)N)=O N'-(2-ethylphenyl)oxalamide